CC(CCO)SCCCO methyl-thiodipropyl alcohol